5-[[6-[4-Chloro-3-(difluoromethoxy)phenyl]-3-methyl-pyrazin-2-yl]methyl]-7-oxa-5-azaspiro[2.4]heptan-6-one ClC1=C(C=C(C=C1)C1=CN=C(C(=N1)CN1CC2(CC2)OC1=O)C)OC(F)F